ClC=1C=C(C=CC1N1C(NCC1)=O)C1=C(C(=CC(=C1)F)C1=CC(=NC=C1)N1CCNCC1)O 1-(3-chloro-5'-fluoro-2'-hydroxy-3'-(2-(piperazin-1-yl)pyridin-4-yl)-[1,1'-biphenyl]-4-yl)imidazolidin-2-one